S1C=NC2=C1C=CC=C2C2=C(C=1N=C(N=C(C1C=N2)N2CC1CCC(C2)N1C(=O)OC(C)(C)C)OCC12CCCN2CCC1)F tert-butyl 3-(7-(benzo[d]thiazol-4-yl)-8-fluoro-2-((hexahydro-1H-pyrrolizin-7a-yl)methoxy)pyrido[4,3-d]pyrimidin-4-yl)-3,8-diazabicyclo[3.2.1]octane-8-carboxylate